(1R,3S,4R)-3-acrylamido-4-((6-(2,6-dichloro-3,5-dimethoxyphenyl)quinazolin-2-yl)amino)-N,N-dimethylcyclopentanecarboxamide C(C=C)(=O)N[C@H]1C[C@@H](C[C@H]1NC1=NC2=CC=C(C=C2C=N1)C1=C(C(=CC(=C1Cl)OC)OC)Cl)C(=O)N(C)C